2-methylbenzene-1,3,5-triamine CC1=C(C=C(C=C1N)N)N